2-(9,9-dimethyl-9H-fluoren-3-yl)-4-(4,4,5,5-tetramethyl-1,3,2-dioxaborolan-2-yl)pyridine CC1(C2=CC=CC=C2C=2C=C(C=CC12)C1=NC=CC(=C1)B1OC(C(O1)(C)C)(C)C)C